1-(4-Fluorophenyl)-1H-pyrazole-4-carboxylic acid FC1=CC=C(C=C1)N1N=CC(=C1)C(=O)O